COC(=O)C=1N2C3=C(C=C(C=C3C(C1)=C=O)F)CC(C2)NC(=O)OCC2=CC=CC=C2 6-(((benzyloxy)carbonyl)amino)-9-fluoro-1-carbonyl-6,7-dihydro-1H,5H-pyrido[3,2,1-ij]quinoline-3-carboxylic acid methyl ester